(S)-7-hydroxy-6,8-diiodo-1,2,3,4-tetrahydroisoquinoline-3-carboxylic acid hydrochloride Cl.OC1=C(C=C2C[C@H](NCC2=C1I)C(=O)O)I